ClC=1C=CC=2N=CN(C(C2N1)=O)C 6-chloro-3-methylpyrido[3,2-d]pyrimidin-4(3H)-one